ClC1=CC2=C(N(C(N=C2N2C[C@H](N(C[C@@H]2C)C(=O)OC(C)(C)C)C)=O)C=2C(=NC=CC2C)C(C)C)N=C1C=1C(=NN(C1)C)C tert-butyl (2R,5S)-4-(6-chloro-7-(1,3-dimethyl-1H-pyrazol-4-yl)-1-(2-isopropyl-4-methylpyridin-3-yl)-2-oxo-1,2-dihydropyrido[2,3-d]pyrimidin-4-yl)-2,5-dimethylpiperazine-1-carboxylate